ClC=1C=CC=C2C=CC=C(C12)C1CC=2N=C(N=C(C2CO1)N1C[C@@H](N(CC1)C(=O)OC(C)(C)C)CC#N)OCC12CCCN2CCC1 tert-butyl (2S)-4-(7-(8-chloronaphthalen-1-yl)-2-((tetrahydro-1H-pyrrolizin-7a(5H)-yl)methoxy)-7,8-dihydro-5H-pyrano[4,3-d]pyrimidin-4-yl)-2-(cyano methyl)piperazine-1-carboxylate